CC=1C=CC2=C(NC3=C(C=C2)C=CC=C3)C1 3-methyl-5H-dibenzo[b,f]azepine